N-((3aR,4R,5R,7R,7aS)-2-(4-cyano-3-(trifluoromethyl)phenyl)-4,7-dimethyl-1,3-dioxooctahydro-1H-4,7-epoxyisoindol-5-yl)ethanesulfonamide C(#N)C1=C(C=C(C=C1)N1C([C@@H]2[C@]3(C[C@H]([C@@]([C@@H]2C1=O)(O3)C)NS(=O)(=O)CC)C)=O)C(F)(F)F